BrC1=C(C=C(C=C1C)C(C)=O)O 1-(4-bromo-3-hydroxy-5-methylphenyl)ethanone